(4aS,7aR)-1-methyloctahydro-4aH-cyclopenta[b]pyridine CN1[C@H]2[C@H](CCC1)CCC2